C(C)(C)[Ge](COC1=CC=C(C=C1C=1C(=C(C=C(C1)C)C1=CC(=CC(=C1)C(C)(C)C)C(C)(C)C)O)C(C)(C)C)(COC1=CC=C(C=C1C=1C(=C(C=C(C1)C)C1=CC(=CC(=C1)C(C)(C)C)C(C)(C)C)O)C(C)(C)C)C(C)C 6'',6'''''-(((diisopropylgermanediyl)bis(methylene))bis(oxy))bis(3,3'',5-tri-tert-butyl-5'-methyl-[1,1':3',1''-terphenyl]-2'-ol)